C(CCCCC)P n-hexylphosphin